C([O-])([O-])=O carbonat